C(CCC)C=1C=C(C=CC1)N1B(C2=C(C=N1)C=CC=C2)O 2-(m-Butylphenyl)-1,2-dihydro-2,3,1-benzodiazaborinin-1-ol